C1(=CC=CC=C1)COC1CC(C1)CO (3-phenylmethoxycyclobutyl)methanol